1-(4-{2-[1-(2-[1,2,3]Triazol-1-yl-ethyl)-1H-pyrazol-4-ylamino]-thiazol-4-yl}-phenyl)-imidazolidin-2-one N1(N=NC=C1)CCN1N=CC(=C1)NC=1SC=C(N1)C1=CC=C(C=C1)N1C(NCC1)=O